CN1C(N(C=2N=C(N(C2C1=O)C)S(=O)(=O)CC1=NC=CC=C1)C)=O 1,3,7-trimethyl-8-(pyridin-2-ylmethyl-sulfonyl)-1H-purine-2,6(3H,7H)-dione